5-(pyrrol-3-yloxy)-N-methylpyridinecarboxamide N1C=C(C=C1)OC=1C=CC(=NC1)C(=O)NC